OC=1C=C2N3C45CCC(CN(CCOC=6N(N=CC6C=6C(N(C=C(C(NC3=NC2=CC1)=O)C6)C)=O)C)C4)C5 5-hydroxy-15,21-dimethyl-23-oxa-2,9,11,15,20,21,26-heptaazaheptacyclo[24.4.1.1^{1,28}.1^{13,17}.0^{2,10}.0^{3,8}.0^{18,22}]tritriaconta-3,5,7,9,13,17(33),18(22),19-octaene-12,16-dione